C(C)(C)(C)N1CCN(CC1)C=1C=C(C=CC1)C1=NC(=CC(=C1O)C1=CC(=C(C=C1)N1C(N(C=C1)C)=O)Cl)F 1-(4-(2-(3-(4-(tert-butyl)piperazin-1-yl)phenyl)-6-fluoro-3-hydroxypyridin-4-yl)-2-chlorophenyl)-3-methyl-1,3-dihydro-2H-imidazol-2-one